6-isopropyl-2-oxo-9-((tetrahydrofuran-3-yl)oxy)-10-(thiazol-2-yl)-6,7-dihydro-2H-pyrido[2,1-a]isoquinoline-3-carboxylic acid C(C)(C)C1N2C(C3=CC(=C(C=C3C1)OC1COCC1)C=1SC=CN1)=CC(C(=C2)C(=O)O)=O